(3R)-3-(5-bromo-2-iodo-phenoxy)-1-[2-[2-methyl-4-[1-tetrahydropyran-2-yl-3-[(E)-2-(4,4,5,5-tetramethyl-1,3,2-dioxaborolan-2-yl)vinyl]indazol-5-yl]pyrazol-3-yl]oxyethyl]pyrrolidin-2-one BrC=1C=CC(=C(O[C@H]2C(N(CC2)CCOC=2N(N=CC2C=2C=C3C(=NN(C3=CC2)C2OCCCC2)\C=C\B2OC(C(O2)(C)C)(C)C)C)=O)C1)I